FC1CCC=2C(=NC(=C(C21)C2=C(C=C(C=C2)F)OC)C2=NN1C(CN(CC1)C(C=C)=O)=C2)C=2C=NN(C2)C 1-[2-[5-fluoro-4-(4-fluoro-2-methoxy-phenyl)-1-(1-methylpyrazol-4-yl)-6,7-dihydro-5H-cyclopenta[c]pyridin-3-yl]-6,7-dihydro-4H-pyrazolo[1,5-a]pyrazin-5-yl]prop-2-en-1-one